C(C)(C)(C)OC(=O)NCCCN(CC(CCCCCC(=O)O)O[Si](C)(C)C(C)(C)C)CC(CCCCCC(=O)O)O[Si](C)(C)C(C)(C)C 8,8'-((3-((tert-butoxycarbonyl)amino)propyl)azanediyl)bis(7-((tert-butyldimethylsilyl)oxy)octanoic acid)